2-(1-(3-fluoro-5-methoxyphenyl)-1H-pyrazol-4-yl)propanoic acid FC=1C=C(C=C(C1)OC)N1N=CC(=C1)C(C(=O)O)C